C(C1=CC=CC=C1)N1CC(C2(CC1)NC(C1=CC=CC=C1C2)=O)OCC2=CC=CC=C2 1'-benzyl-3'-(benzyloxy)-2H-spiro[isoquinoline-3,4'-piperidin]-1(4H)-one